COC1=C(C(=O)P(CCCCCCCC)(CC2=CC=CC=C2)=O)C(=CC=C1)OC 2,6-dimethoxybenzoylbenzyloctylphosphine oxide